C(=O)(O)CCC1(CC=C2C(C=CC=C2)=C1)C1=CC=C(C=C1)Cl 2-(2-carboxyethyl)-2-(4-chlorophenyl)-2,3-dihydrobenzo[d]benzene